7-bromo-N-(2,4-dimethoxybenzyl)-N-methyloxazolo[4,5-c]pyridin-2-amine BrC=1C2=C(C=NC1)N=C(O2)N(C)CC2=C(C=C(C=C2)OC)OC